OC=1N=NN(C1C(=O)N)C 4-hydroxy-1-methyl-1H-1,2,3-triazole-5-carboxamide